(R)-3-(2-chloro-1H-imidazol-1-yl)-10-methyl-9,10,11,12-tetrahydro-8H-[1,4]diazepino[5',6':4,5]thieno[3,2-f]quinolin-8-one ClC=1N(C=CN1)C1=NC=2C=CC3=C(C2C=C1)C1=C(S3)C(N[C@@H](CN1)C)=O